(1S,3S,4S)-N-((R)-1-cyano-2-((S)-2-oxopyrrolidin-3-yl)ethyl)-2-((S)-3-cyclobutyl-2-(2,2,2-trifluoroacetamido)propanoyl)-5,5-difluoro-2-azabicyclo[2.2.2]octane-3-carboxamide C(#N)[C@@H](C[C@H]1C(NCC1)=O)NC(=O)[C@H]1N([C@@H]2CC([C@H]1CC2)(F)F)C([C@H](CC2CCC2)NC(C(F)(F)F)=O)=O